3-(4-amino-3-((4-fluorobenzyl)oxy)phenyl)-1-(tert-butyl)-5-((6-(trifluoromethyl)pyridin-2-yl)amino)-1H-pyrazole-4-carboxamide NC1=C(C=C(C=C1)C1=NN(C(=C1C(=O)N)NC1=NC(=CC=C1)C(F)(F)F)C(C)(C)C)OCC1=CC=C(C=C1)F